Cl.CNC1CC(CC1)OC=1C=2N(C=C(N1)C=1C=NN(C1)C)N=CC2 N-methyl-3-((6-(1-methyl-1H-pyrazol-4-yl)pyrazolo[1,5-a]pyrazin-4-yl)oxy)cyclopentan-1-amine hydrochloride